C(C)(C)(C)N1C=C(C=C1)C(=O)NCC(=O)NC=1SC=C(N1)C1=NC(=CC=C1)Br 1-tert-butyl-N-[2-[[4-(6-bromo-2-pyridyl)thiazol-2-yl]amino]-2-oxo-ethyl]pyrrole-3-carboxamide